FC1=CC=C(C=C1)C1=C(C(=NC(=C1)C1=CC(=CC=C1)OC)OC)C#N 4-(4-Fluorophenyl)-2-methoxy-6-(3-methoxyphenyl)pyridine-3-carbonitrile